6-(isopentyloxy)picolinic acid C(CC(C)C)OC1=CC=CC(=N1)C(=O)O